CN1CCC(CC1)C1=CC2=C(NC=N2)C=C1 5-(1-methylpiperidin-4-yl)-1H-benzo[d]Imidazole